(S)-2-(5-fluoro-2-((S)-tetrahydro-2H-pyran-2-yl)phenyl)-2-((R)-3-(4-(5,6,7,8-tetrahydro-1,8-naphthyridin-2-yl)butoxy)pyrrolidin-1-yl)acetic acid FC=1C=CC(=C(C1)[C@@H](C(=O)O)N1C[C@@H](CC1)OCCCCC1=NC=2NCCCC2C=C1)[C@H]1OCCCC1